n-methylsulfanyl-3-[3-({[5-(3-methylphenyl)-4H-1,2,4-triazol-3-yl]thio}methyl)-1,2,4-oxadiazol-5-yl]propylamine CSNCCCC1=NC(=NO1)CSC1=NN=C(N1)C1=CC(=CC=C1)C